amino-naphthoic acid NC1=C(C2=CC=CC=C2C=C1)C(=O)O